3-(5-bromo-1,3,4-thiadiazol-2-yl)propan-1-one BrC1=NN=C(S1)CCC=O